amino-1-methyl-6-phenylimidazo[4,5-b]-pyridine NC=1N(C=2C(=NC=C(C2)C2=CC=CC=C2)N1)C